hexadecene-1,16-dicarboxylic acid C(=CCCCCCCCCCCCCCCC(=O)O)C(=O)O